ClC(C(=O)OCC)=O mono-ethyl chlorooxoacetate